BrC=1C=CC(=C(C1)C(C(F)F)=NS(=O)C(C)(C)C)F N-[1-(5-bromo-2-fluorophenyl)-2,2-difluoroethylidene]-2-methylpropane-2-sulfinamide